(R)-1-(3-chloro-5-(2-chloro-8-methyl-8-(trifluoromethyl)-7,8-dihydro-6H-pyrazolo[1,5-a]pyrrolo[2,3-e]pyrimidine-6-carboxamido)pyridin-2-yl)-1H-pyrazole-4-carboxylic acid ethyl ester C(C)OC(=O)C=1C=NN(C1)C1=NC=C(C=C1Cl)NC(=O)N1C[C@](C2=C1C=NC=1N2N=C(C1)Cl)(C(F)(F)F)C